FC1=CC=C(C=C1)[C@H]1C[C@@H](CO1)C1=NOC(=N1)CN1C=NC=2N=CN(C2C1=O)C 1-((3-((3R,5R)-5-(4-fluorophenyl)tetrahydro-furan-3-yl)-1,2,4-oxadiazol-5-yl)methyl)-7-methyl-1,7-dihydro-6H-purin-6-one